Ethyl 2-(4-(tert-butyl) phenyl)-5-phenyloxazole-4-carboxylate C(C)(C)(C)C1=CC=C(C=C1)C=1OC(=C(N1)C(=O)OCC)C1=CC=CC=C1